2,3,5-triphenyl-tetrazole C1(=CC=CC=C1)N1NC(=NN1C1=CC=CC=C1)C1=CC=CC=C1